CC=1N=CN2C1CN(CC2)C(=O)N methyl-5,6-dihydroimidazo[1,5-a]pyrazine-7(8H)-carboxamide